C(CCCCCCCCCCCCCCCCC)OC=1C=C(C(=O)OCC(=O)OC)C=C(C1OCCCCCCCCCCCCCCCCCC)OCCCCCCCCCCCCCCCCCC methyl 2-((3,4,5-tris(octadecyloxy)benzoyl)oxy)acetate